tert-Butyl ((2R,5R)-5-(5-bromo-2-fluorophenyl)-2,5-dimethyl-2-(trifluoromethyl)-5,6-dihydro-2H-1,4-oxazin-3-yl)carbamate BrC=1C=CC(=C(C1)[C@]1(N=C([C@@](OC1)(C(F)(F)F)C)NC(OC(C)(C)C)=O)C)F